2,5-diazabicyclo[2.2.1]Heptane-3-one C12NC(C(NC1)C2)=O